5-oxo-4,5-dihydro-1H-pyrazole-4-carboxamide O=C1C(C=NN1)C(=O)N